6-[(3S)-2-[1-(5-fluoro-4-methoxy-pyrimidin-2-yl)piperidine-4-carbonyl]isoxazolidin-3-yl]pyridine-3-carbonitrile FC=1C(=NC(=NC1)N1CCC(CC1)C(=O)N1OCC[C@H]1C1=CC=C(C=N1)C#N)OC